ONC(CCCCCCOC1=C(C=CC(=C1)C=1SC2=C(N1)C=CC(=C2)OC)OC)=O N-hydroxy-7-(2-methoxy-5-(6-methoxybenzo[d]thiazol-2-yl)phenoxy)heptanamide